CN1N=CC(=C1)C1=NC=2C(=NC=CC2C=2C=C3CCCC(C3=CC2)NC(=O)C2=NC(=NO2)C2(CC2)C)N1 3-(1-Methyl-cyclopropyl)-[1,2,4]oxadiazole-5-carboxylic acid {6-[2-(1-methyl-1H-pyrazol-4-yl)-3H-imidazo[4,5-b]pyridin-7-yl]-1,2,3,4-tetrahydro-naphthalen-1-yl}-amide